ClC(CCCCl)O 1,4-dichloro-butyl alcohol